1,5-dimethylspiro[7H-pyrrolo[3,2-g]phthalazine-3,4'-tetrahydropyran]-2,8-dione CN1C(C2(CCOCC2)C=2C=C3C(=NNC(C3=CC21)=O)C)=O